C(CCCCC)OCOCCCC(CC(C)Cl)C 6-chloro-4-methylheptyl hexyloxymethyl ether